6-bromo-2-chloro-N-{(1R)-1-[2-methyl-3-(trifluoromethyl)phenyl]ethyl}pyrido[3,4-d]pyrimidin-4-amine BrC1=CC2=C(N=C(N=C2N[C@H](C)C2=C(C(=CC=C2)C(F)(F)F)C)Cl)C=N1